3-(2,5-dihydroxyphenyl)-1-(piperidine-1-yl)propan-1-one OC1=C(C=C(C=C1)O)CCC(=O)N1CCCCC1